COC(=O)C1=CC=C2C(=NNC2=C1)C1=CC(=NO1)C1=CC=C(C=C1)C(N(C)C)=O Methyl-3-{3-[4-(dimethylcarbamoyl)phenyl]-1,2-oxazol-5-yl}-1H-indazol-6-carboxylat